4-iodo-7H-pyrrolo[2,3-b]pyridin-6-ol IC1=C2C(NC(=C1)O)=NC=C2